(7S)-7-methyl-7-propyl-N-[rac-(3S)-5-methyl-4-oxo-2,3-dihydro-1,5-benzoxazepin-3-yl]-5H-furo[3,4-d]pyrimidine-2-carboxamide C[C@]1(OCC2=C1N=C(N=C2)C(=O)N[C@H]2COC1=C(N(C2=O)C)C=CC=C1)CCC |&1:13|